C(CCCCCCCCCCCCCC)(=O)C(O)CN Pentadecanoylethanolamine